ethyl (R)-N-(5-formyl-2-methyl-6-((1-(2-methyl-3-(trifluoromethyl) phenyl) ethyl) amino) pyrimidine-4-Carbonyl)-N-methylglycinate C(=O)C=1C(=NC(=NC1N[C@H](C)C1=C(C(=CC=C1)C(F)(F)F)C)C)C(=O)N(CC(=O)OCC)C